O.N1(C=NC=2C=NC=3C=CC=CC3C21)CCO imidazo[4,5-c]quinoline-1-ethanol hydrate